CN(C)CC(=O)N1C2=C(NC(C3=C1C=CC(=C3)F)=O)C=CC=C2 5-[(dimethylamino)acetyl]-2-fluoro-5,10-dihydro-11H-dibenzo[b,e][1,4]diazepin-11-one